2-(4-Bromophenyl)acetic acid BrC1=CC=C(C=C1)CC(=O)O